3-[3-(23,29-Difluoro-6,12-dimethyl-10,13-dioxo-25-oxa-3,12,20,31-tetrazapentacyclo[24.3.1.12,5.016,24.017,21]hentriaconta-1(30),2,4,16,18,21,23,26,28-nonaen-6-yl)phenyl]propanoic acid FC=1C=C2NC=CC2=C2CCC(N(CC(CCCC(C3=CN=C(C=4C(=CC=C(OC12)C4)F)N3)(C)C=3C=C(C=CC3)CCC(=O)O)=O)C)=O